C(CC=C)NC1=NC(=CC=C1C1CC1)N N2-(but-3-en-1-yl)-3-cyclopropylpyridine-2,6-diamine